6-amino-2-fluoronicotinonitrile NC1=NC(=C(C#N)C=C1)F